BrC=1C(=C(OC2CCC(CC2)C(C(C(=O)OCC)(F)F)OC(=S)SC)C=CC1)C ethyl 3-[4-(3-bromo-2-methyl-phenoxy)cyclohexyl]-2,2-difluoro-3-methylsulfanylcarbothioyloxy-propanoate